(R)-1-(2-methoxypropyl)-N-((6-methyl-5-(pyrazolo[1,5-a]pyridin-5-yl)-2,3-dihydro-1H-inden-4-yl)carbamoyl)-1H-pyrazole-3-sulfonamide CO[C@@H](CN1N=C(C=C1)S(=O)(=O)NC(NC1=C2CCCC2=CC(=C1C1=CC=2N(C=C1)N=CC2)C)=O)C